(3-(2,5-dimethyl-4-nitrophenoxy)phenyl)(methyl)(pyridin-2-ylimino)-λ6-sulfanone CC1=C(OC=2C=C(C=CC2)S(=O)(=NC2=NC=CC=C2)C)C=C(C(=C1)[N+](=O)[O-])C